(E)-4-((4-aminobut-2-en-1-yl)amino)-3-nitrobenzamide-HCl Cl.NC/C=C/CNC1=C(C=C(C(=O)N)C=C1)[N+](=O)[O-]